4-(tert-butyl)-2-(1-(4-(chloromethyl)phenyl)ethyl)phenol C(C)(C)(C)C1=CC(=C(C=C1)O)C(C)C1=CC=C(C=C1)CCl